ClC=1C=CC(=C(C1)NC(C(=O)N[C@H](C(=O)NC1=CC=C(C(=O)O)C=C1)CC1=CC=CC=C1)=O)C(NC)=O (S)-4-(2-(2-((5-chloro-2-(methylcarbamoyl)phenyl)amino)-2-oxoacetylamino)-3-phenylpropionamido)benzoic acid